CN(C=1C=C(C=CC1)C1=CC(=NC(=N1)C)NC(C)C1=CC(=CC=C1)C=1C=NN(C1)C)C 6-[3-(dimethylamino)phenyl]-2-methyl-N-{1-[3-(1-methyl-1H-pyrazol-4-yl)phenyl]ethyl}pyrimidin-4-amine